CN1N=C(C=2C1=CN=CC2)C=O (1-methylpyrazolo[3,4-c]pyridin-3-yl)methanone